(N-[4-amino-5-(3-fluorobenzoyl)thiazol-2-yl]-4-fluoro-anilino)propanamide NC=1N=C(SC1C(C1=CC(=CC=C1)F)=O)N(C1=CC=C(C=C1)F)C(C(=O)N)C